ClC1=CC2=C(NC(OC2=O)=O)C(=C1)C 6-chloro-8-methyl-2H-benzo[d][1,3]oxazine-2,4(1H)-dione